4-[p-(Dimethylamino)phenyl]-1-methylpyridinium iodide [I-].CN(C1=CC=C(C=C1)C1=CC=[N+](C=C1)C)C